2'-chloro-N-(5-((1R,2R)-2-hydroxycyclobutoxy)-1,3,4-thiadiazol-2-yl)-5'-methoxy-6-methyl-(4,4'-bipyridine)-3-carboxamide ClC1=NC=C(C(=C1)C1=C(C=NC(=C1)C)C(=O)NC=1SC(=NN1)O[C@H]1[C@@H](CC1)O)OC